FC1(CCC12CN(C2)C(=O)N[C@H](C(=O)N2[C@@H]([C@H]1C([C@H]1C2)(C)C)C(=O)O)C(C)(C)C)F (1R,2S,5S)-3-[(2S)-2-[(7,7-difluoro-2-azaspiro[3.3]heptane-2-carbonyl)amino]-3,3-dimethyl-butanoyl]-6,6-dimethyl-3-azabicyclo[3.1.0]hexane-2-carboxylic acid